(S)-2-(4-(7-(8-chloronaphthalen-1-yl)-2-((1-(4-methylpiperazin-1-yl)cyclopropyl)methoxy)-5,6,7,8-tetrahydropyrido[3,4-d]pyrimidin-4-yl)-1-methacryloylpiperazin-2-yl)acetonitrile ClC=1C=CC=C2C=CC=C(C12)N1CC=2N=C(N=C(C2CC1)N1C[C@@H](N(CC1)C(C(=C)C)=O)CC#N)OCC1(CC1)N1CCN(CC1)C